C(C)(C)(C)OC(=O)N1CC2C(C1)CCO2 tetrahydro-2H-furo[2,3-c]pyrrole-5(3H)-carboxylic acid tert-butyl ester